CC1CCC=2N(C1)C(=NC2)C(=O)N[C@H]2COC1=C(N(C2=O)C)C=CC=C1 6-methyl-N-((S)-5-methyl-4-oxo-2,3-dihydro-1,5-benzoxazepin-3-yl)-5,6,7,8-tetrahydroimidazo[1,5-a]pyridine-3-carboxamide